2,2-dimethyl-4-phenyl-1-p-nitrobenzenesulfonylpyrrolidine CC1(N(CC(C1)C1=CC=CC=C1)S(=O)(=O)C1=CC=C(C=C1)[N+](=O)[O-])C